N1=CNC(C2=C1N=CC=C2)=O pyrido[2,3-d]pyrimidin-4(3h)-one